methyl-3-(3-(1-(trifluoromethyl)cyclopropyl)phenyl)cyclobut-2-en-1-amine, trifluoroacetate salt FC(C(=O)O)(F)F.CC1(C=C(C1)C1=CC(=CC=C1)C1(CC1)C(F)(F)F)N